N-(2-butyl)-N-methyl-propargylamine CC(CC)N(C)CC#C